C1(CCCCC1)[C@@H]1[C@@H](C=2C=CC(=CC2CC1)O)C1=CC(=C(C=C1)N1CCC(CC1)C(OC)OC)F (5R,6R)-6-cyclohexyl-5-(4-(4-(dimethoxymethyl)piperidin-1-yl)-3-fluorophenyl)-5,6,7,8-tetrahydronaphthalen-2-ol